8-{4-[1-(4-fluorophenyl)cyclopropyl]piperazin-1-yl}-5-methyl-7-nitro-6-oxo-5,6-dihydro-1,5-naphthyridine-2-carbonitrile FC1=CC=C(C=C1)C1(CC1)N1CCN(CC1)C1=C(C(N(C=2C=CC(=NC12)C#N)C)=O)[N+](=O)[O-]